N-((4-chloro-8,8-dimethyl-7,10-dihydro-8H-pyrano[3'',4'':5',6']pyrido[3',2':4,5]thieno[3,2-d]pyrimidin-11-yl)methyl)-2,2,2-trifluoro-N-(2,5,8,11-tetraoxatridecan-13-yl)acetamide ClC=1C2=C(N=CN1)C1=C(S2)N=C2C(=C1CN(C(C(F)(F)F)=O)CCOCCOCCOCCOC)COC(C2)(C)C